3-{[(1S)-2,2-difluorocyclopropyl]methoxy}-1-{1,4-dioxaspiro[4.5]decan-8-yl}-1H-pyrazol-4-amine FC1([C@@H](C1)COC1=NN(C=C1N)C1CCC2(OCCO2)CC1)F